5-(1-(2-chloro-3,4-difluorophenyl)ethoxy)-N-((R,E)-4-(methylsulfonyl)but-3-en-2-yl)pyrimidine-2-carboxamide ClC1=C(C=CC(=C1F)F)C(C)OC=1C=NC(=NC1)C(=O)N[C@H](C)\C=C\S(=O)(=O)C